C1=CC=C(C=C1)NC(=O)N2C3=CC=CC=C3N=N2 N-phenyl-1H-1,2,3-benzotriazole-1-carboxamide